3,4-dichloro-trifluoro-toluene ClC=1C=C(C(F)(F)F)C=CC1Cl